C1(CCCC1)N1C(C(N(CC1)CC=1SC(=NN1)C1=CC=C(C=C1)F)=O)=O 1-cyclopentyl-4-((5-(4-fluorophenyl)-1,3,4-thiadiazol-2-yl)methyl)piperazine-2,3-dione